N\C(\C1=NC=C(C=C1C)[N+](=O)[O-])=N/OC(CCCCCC(=O)OCC)=O Ethyl 7-({[(1Z)-amino(3-methyl-5-nitropyridin-2-yl)methylene]amino}oxy)-7-oxoheptanoate